(E)-3-(3,5-dimethoxybenzylidene)-8-(4-fluorophenyl)-6-((2-imino-3-methyl-2,3-dihydro-1H-imidazol-1-yl)methyl)chroman-4-one COC=1C=C(\C=C\2/COC3=C(C=C(C=C3C2=O)CN2C(N(C=C2)C)=N)C2=CC=C(C=C2)F)C=C(C1)OC